C(C1=CC=CC=C1)N1CCC(CC1)(C(=O)N)C1=CC(=CC(=C1)F)F 1-benzyl-4-(3,5-difluorophenyl)piperidine-4-carboxamide